IC1=CC=C(C=C1)CC(=O)O 2-(p-iodophenyl)acetic acid